FC=1C(=C(C=CC1F)[C@H]1[C@@H](O[C@H](C1)C(F)(F)F)C(=O)NC1=CC(=NC=C1)C(=O)N)OC (2R,3S,5R)-4-[[3-(3,4-difluoro-2-methoxy-phenyl)-5-(trifluoromethyl)tetrahydrofuran-2-carbonyl]amino]pyridine-2-carboxamide